BrC=1N=C2C(=NC1)N(C(=C2)C2CC2)COCC[Si](C)(C)C 2-bromo-6-cyclopropyl-5-((2-(trimethylsilyl)ethoxy)methyl)-5H-pyrrolo[2,3-b]pyrazine